C1(CCCC1)OC=1C=C2C=CN(C2=CC1)C(=O)[C@H]1[C@H]([C@@H]2CC[C@H]1O2)C(=O)O (1S,2R,3S,4R)-3-(5-(cyclopentyloxy)-1H-indole-1-carbonyl)-7-oxabicyclo[2.2.1]heptane-2-carboxylic acid